FC(C(=O)O)(F)F.ClC=1C=C2C=NN(C2=C(C1)C1=CC(=NC=N1)O)CCO 6-(5-chloro-1-(2-hydroxyethyl)-1H-indazol-7-yl)pyrimidin-4-ol trifluoroacetate